6-(4-ethyl-3-(hydroxymethyl)-5-oxo-4,5-dihydro-1H-1,2,4-triazol-1-yl)-7-fluoro-2-(2-fluoro-6-methylphenyl)-4-(prop-1-en-2-yl)isoquinolin-1(2H)-one C(C)N1C(=NN(C1=O)C=1C=C2C(=CN(C(C2=CC1F)=O)C1=C(C=CC=C1C)F)C(=C)C)CO